6-chloro-4-fluoro-2,3-dihydro-1H-inden-2-aminium chloride [Cl-].ClC1=CC(=C2CC(CC2=C1)[NH3+])F